COC=1C=C(C=CC1OC)[C@@]12CCN([C@H]2C\C(\CC1)=N\NC(=O)NC1=CC=C(C=C1)OC)C 1-[(E)-[(3aS,7aS)-3a-(3,4-dimethoxyphenyl)-1-methyl-2,3,4,5,7,7a-hexahydroindol-6-ylidene]amino]-3-(4-methoxyphenyl)urea